C(C)(C)(C)OC(=O)N1CC2(C1)CC(C2)CCCOC2=C(C(=CC=C2)Br)C.N2(C=NC=C2)C(=S)N2C=NC=C2 di(1H-imidazol-1-yl)methanethione tert-butyl-6-[3-(3-bromo-2-methyl-phenoxy)propyl]-2-azaspiro[3.3]heptane-2-carboxylate